CC1=NC(=NO1)C=1C=C2CCC(C2=CC1)NC(=O)NC=1C=NC=NC1 1-(5-(5-methyl-1,2,4-oxadiazol-3-yl)-2,3-dihydro-1H-inden-1-yl)-3-(pyrimidin-5-yl)urea